ClC=1C(=NC(=NC1)NC1=C(C=C(C(=C1)C)C=1CCN(CC1)C1CCOCC1)OC(C)C)NC1=C(C=CC=C1)NS(=O)(=O)C N-(2-((5-chloro-2-((2-isopropoxy-5-methyl-4-(1-(tetrahydro-2H-pyran-4-yl)-1,2,3,6-tetrahydropyridin-4-yl)phenyl)amino)pyrimidin-4-yl)amino)phenyl)methanesulfonamide